COCCOC=1C=C2C(=CN(C2=CC1)C)C(=O)O 5-(2-methoxyethoxy)-1-methyl-1H-indole-3-carboxylic Acid